C(#N)C=1C=C2C(=NC1)N(C=C2)C2=NC=C(C(=O)NC1CCC(CC1)C(=O)O)C(=C2)NC(C)C (1r,4r)-4-(6-(5-cyano-1H-pyrrolo[2,3-b]pyridin-1-yl)-4-(isopropylamino)nicotinamido)cyclohexane-1-carboxylic acid